C1(=CC=CC=C1)SC1=CC=C(C=C1)CCCCCCCC 1-(4-phenylmercaptophenyl)-octane